C(CCC\C=C/CC)OC(CCC(=O)OCCCCCCN(CCCCCCCC(=O)OCC1CCC(CC1)C1CCC(CC1)CCCCC)CCO)OCCCC\C=C/CC ((1r,1's,4R,4'R)-4'-pentyl-[1,1'-bi(cyclohexan)]-4-yl)methyl 8-((6-((4,4-bis(((Z)-oct-5-en-1-yl)oxy)butanoyl)oxy)hexyl)(2-hydroxyethyl)amino)octanoate